NC=1C2=C(N=CN1)N(C=C2C2=CC=C(C=C2)OC2=CC=CC=C2)C2CCC(CC2)=O 4-(4-amino-5-(4-phenoxyphenyl)-7H-pyrrolo[2,3-d]pyrimidin-7-yl)cyclohexan-1-one